ClC=1C(=NC=CC1)NC(C1=C(C=C(C(=C1)F)N1N=C2N(CCCC2)C1=O)O[C@@H](C)CCC)=O N-(3-chloropyridin-2-yl)-5-fluoro-4-(3-oxo-5,6,7,8-tetrahydro[1,2,4]triazolo[4,3-a]pyridin-2(3H)-yl)-2-[(2S)-pent-2-yloxy]benzamide